FC1(CCC(CC1)C=1N2C(SC1)=NC(=C2)C(=O)N[C@@H]2C(N(C1=C(OC2)C=CC(=C1)C#CC(C)(C)O)C)=O)F (S)-3-(4,4-difluorocyclohexyl)-N-(7-(3-hydroxyl-3-methylbut-1-yn-1-yl)-5-methyl-4-oxo-2,3,4,5-tetrahydrobenzo[b][1,4]oxazepine-3-yl)imidazo[2,1-b]thiazole-6-carboxamide